tert-butyl N-{[2-(2,6-dioxopiperidin-3-yl)-3-methyl-1-oxo-2,3-dihydro-1H-isoindol-5-yl]methyl}carbamate O=C1NC(CCC1N1C(C2=CC=C(C=C2C1C)CNC(OC(C)(C)C)=O)=O)=O